9,9-bis[N-(4-aminobenzoyl)-3-amino-4-hydroxyphenyl]Fluorene nickel-Manganese [Mn].[Ni].NC1=CC=C(C(=O)NC=2C=C(C=CC2O)C2(C3=CC=CC=C3C=3C=CC=CC23)C2=CC(=C(C=C2)O)NC(C2=CC=C(C=C2)N)=O)C=C1